ClC=1C(=CC=C2N=CC(=NC12)C=1C=NN(C1)CC1CCC(CC1)OC)OC=1C=CC2=C(N(C(=N2)C)COCC[Si](C)(C)C)C1 8-Chloro-2-(1-((4-methoxycyclohexyl)methyl)-1H-pyrazol-4-yl)-7-((2-methyl-1-((2-(trimethylsilyl)ethoxy)methyl)-1H-benzo[d]imidazol-6-yl)oxy)quinoxaline